benzyl-benzaldehyde imine C(C1=CC=CC=C1)C1=C(C=N)C=CC=C1